2-(2,6-dimethylpyridin-4-yl)-3-isopropyl-5-((1-isopropylpiperidin-4-yl)methoxy)-1H-indole CC1=NC(=CC(=C1)C=1NC2=CC=C(C=C2C1C(C)C)OCC1CCN(CC1)C(C)C)C